2-(3-formyl-4-hydroxyphenyl)acetic acid C(=O)C=1C=C(C=CC1O)CC(=O)O